(S)-4-((4-(3-(2,4-Difluoro-3-hydroxy-5-(trifluoromethyl)phenyl)-1-methyl-1H-pyrazolo[3,4-d]pyrimidin-6-yl)morpholin-2-yl)methyl)benzenesulfonamide FC1=C(C=C(C(=C1O)F)C(F)(F)F)C1=NN(C2=NC(=NC=C21)N2C[C@@H](OCC2)CC2=CC=C(C=C2)S(=O)(=O)N)C